C[C@]12CCCC([C@@H]1CC=C([C@@H]2CO)CO)(C)C The molecule is a member of the class of octahydronaphthalenes that is drimenol in which a hydrogen of the allylic methyl group has been replaced by a hydroxy group. It has a role as a quorum sensing inhibitor and a plant metabolite. It is a member of octahydronaphthalenes, a sesquiterpenoid, a homoallylic alcohol and an allylic alcohol. It derives from a drimenol. It derives from a hydride of a drimane.